ethyl (S)-4-(7-(3-chloro-4-fluorophenyl)-5-(pyridin-2-yl)-7H-pyrrolo[2,3-d]pyrimidin-4-yl)-3-methylpiperazine-1-carboxylate ClC=1C=C(C=CC1F)N1C=C(C2=C1N=CN=C2N2[C@H](CN(CC2)C(=O)OCC)C)C2=NC=CC=C2